methyl 6-(4-aminobutanamido)-3-(3-aminoprop-1-yn-1-yl)picolinate NCCCC(=O)NC1=CC=C(C(=N1)C(=O)OC)C#CCN